C[C@H]1NC(C=2SC=3C=CC=4N=C(C=CC4C3C2NC1)[Sn](CCCC)(CCCC)CCCC)=O (15R)-15-methyl-5-tributylstannyl-11-thia-6,14,17-triazatetracyclo[8.8.0.0^2,7.0^12,18]octadeca-1(10),2(7),3,5,8,12(18)-hexaen-13-one